{(S)-1-[3-(2-Chloro-pyridin-4-yl)-2-methyl-7,8-dihydro-6H-9-oxa-1,3a,4-triaza-cyclopenta[a]naphthalen-5-yl]-piperidin-3-ylmethyl}-carbamic acid tert-butyl ester C(C)(C)(C)OC(NC[C@H]1CN(CCC1)C1=NN2C(C=3OCCCC13)=NC(=C2C2=CC(=NC=C2)Cl)C)=O